4-boc-2-methylpiperazin C(=O)(OC(C)(C)C)N1CC(NCC1)C